acetyl-3-chloro-5'-cyclopropyl-4-[(3,5-difluoropyridin-2-yl)methoxy]-6-methyl-[1,4'-bipyridin]-2-one C(C)(=O)C=1C(=C(C(N(C1C)C1=CC=NC=C1C1CC1)=O)Cl)OCC1=NC=C(C=C1F)F